BrC(C(=O)C=1C=CC=CC1)C 2-bromo-3'-propiophenone